ClC1=C(C=C(C=2C3=C(NC12)CCN(C3)C(=O)OC(C)(C)C)C=3C=NNC3)Cl tert-butyl 6,7-dichloro-3,4-dihydro-9-(1H-pyrazol-4-yl)-1H-pyrido[4,3-b]indole-2(5H)-carboxylate